bromoacetaldehyde methyl 2,3,4-trimethyl-2-cyclopentenyl acetal CC=1C(CC(C1C)C)OC(CBr)OC